C(CC)(=O)OC1=C(C(=C(C=C1)OC)O)CC ethyl-(3-hydroxy-4-methoxyphenyl) propionate